6-[3,5-dichloro-4-(2-hydroxybutoxy)phenyl]-5-methyl-4,5-dihydro-2H-pyridazine ClC=1C=C(C=C(C1OCC(CC)O)Cl)C=1C(CCNN1)C